2-(4-(bromomethyl)-2-methoxyphenyl)-1-ethyl-4-(trifluoromethyl)-1H-imidazole BrCC1=CC(=C(C=C1)C=1N(C=C(N1)C(F)(F)F)CC)OC